Rac-N-(3-Methyl-2-Oxo-1,2,3,4-Tetrahydroquinazolin-6-Yl)-S-Cyclohexyl-S-Methylsulfoximine CN1C(NC2=CC=C(C=C2C1)N=[S@@](=O)(C)C1CCCCC1)=O |r|